[I-].C(CCCCC)OC=1C(=NSN1)C1=CCC[N+](C1)(C)COC(CCCCCCCCCCCCCCCCCCC)=O 5-(4-(Hexyloxy)-1,2,5-thiadiazol-3-yl)-1-((icosanoyloxy)methyl)-1-methyl-1,2,3,6-tetrahydropyridin-1-ium iodide